C1(CC1)C=1N(C(C=2N=C(N(C2N1)COC(CCC)=O)C=1C=NN(C1)CC1=CC(=CC=C1)C(F)(F)F)=O)CCC Butyric acid 2-cyclopropyl-6-oxo-1-propyl-8-[1-(3-trifluoromethyl-benzyl)-1H-pyrazol-4-yl]-1,6-dihydro-purin-9-ylmethyl ester